BrC1=CC(=C(C=C1)N(S(=O)(=O)C)C)C N-(4-bromo-2-methylphenyl)-N-methyl-methanesulfonamide